2-{[1-(4-fluorophenyl)-4-methyl-1H-1,2,3-triazol-5-yl]methoxy}-6-(pyridine-2-carbonyl)-5,6,7,8-tetrahydro-1,6-naphthyridine FC1=CC=C(C=C1)N1N=NC(=C1COC1=NC=2CCN(CC2C=C1)C(=O)C1=NC=CC=C1)C